BrC1=CC=C(C=C1)NC1=C(C=C(C2=C1C=C(O2)C)C#N)[N+](=O)[O-] 4-((4-bromophenyl)amino)-2-methyl-5-nitrobenzofuran-7-carbonitrile